C(CCCCCCC)C(CCCCCCCC)OC(CCCCCCCCOC(=O)[C@H]1N(CC(C1)O)CCCCCC(OCCCCCCCCCCC)=O)=O (2S)-4-hydroxy-1-(6-oxo-6-undecoxy-hexyl)pyrrolidine-2-carboxylic acid [9-(1-octylnonyloxy)-9-oxo-nonyl] ester